(S)-3-hydroxy-N-(1-(3-(4-isopropylphenyl)-1,2,4-oxadiazol-3-yl)ethyl)-4-methoxypicolinamide OC=1C(=NC=CC1OC)C(=O)N[C@@H](C)C1(NOC=N1)C1=CC=C(C=C1)C(C)C